P(=S)(OC1=C(C=CC=C1)CCCCCCCCCCCC)(OC1=C(C=CC=C1)CCCCCCCCCCCC)OC1=C(C=CC=C1)CCCCCCCCCCCC tri(dodecylphenyl) thiophosphate